4-((2R,3S,4S,5R)-3-(3,4-difluoro-2-((oxetan-3-yloxy)methyl)phenyl)-4,5-dimethyl-5-(trifluoromethyl)tetrahydrofuran-2-carboxamido)picolinamide FC=1C(=C(C=CC1F)[C@H]1[C@@H](O[C@]([C@H]1C)(C(F)(F)F)C)C(=O)NC1=CC(=NC=C1)C(=O)N)COC1COC1